3-(2-aminoethyl)-N-(1-methylcyclopropyl)-1-((1-methylcyclopropyl)methyl)-2,4-dioxo-1,2,3,4-tetrahydroquinazoline-6-sulfonamide NCCN1C(N(C2=CC=C(C=C2C1=O)S(=O)(=O)NC1(CC1)C)CC1(CC1)C)=O